4-cyclohexyl-2-methylbutan-2-ol C1(CCCCC1)CCC(C)(O)C